rac-methyl (5aR,6S,7R,8R,8aS)-5a-(4-bromophenyl)-8,8a-dihydroxy-1,3-dimethoxy-6-phenyl-5a,7,8,8a-tetrahydro-6H-cyclopenta[4,5]furo[3,2-c]pyridine-7-carboxylate BrC1=CC=C(C=C1)[C@]12[C@](C=3C(=NC(=CC3O1)OC)OC)([C@@H]([C@@H]([C@H]2C2=CC=CC=C2)C(=O)OC)O)O |r|